tert-butyl (2R,3S,4S)-3-(acetyloxy)-4-[(tert-butoxycarbonyl)oxy]-2-({4-[1-(difluoromethyl)pyrazol-4-yl]phenyl}methyl)pyrrolidine-1-carboxylate C(C)(=O)O[C@H]1[C@H](N(C[C@@H]1OC(=O)OC(C)(C)C)C(=O)OC(C)(C)C)CC1=CC=C(C=C1)C=1C=NN(C1)C(F)F